C1(CC1)C1=C(C=CC(=N1)C(=O)NC1=CC(=CC=C1)[C@@H](CC1=NN=CN1C)C)C=O 6-cyclopropyl-5-formyl-N-{3-[(2R)-1-(4-methyl-1,2,4-triazol-3-yl)propan-2-yl]phenyl}pyridine-2-carboxamide